5-fluoro-3-difluoromethyl-1-methyl-1H-pyrazole-4-carbonitrile FC1=C(C(=NN1C)C(F)F)C#N